C(C)(=O)OC(C)CCC sec-pentyl acetate